1-isopropyl-5-methyl-3-(2-(tert-Butyl)phenyl)-pyrazole-4-ol C(C)(C)N1N=C(C(=C1C)O)C1=C(C=CC=C1)C(C)(C)C